N1=C(C=CC=C1)C1=C2[NH+](C(=C1)C=C1C=CC(=N1)C=C1C=CC(N1)=CC=1C=CC(N1)=C2)[O-] pyridinylporphyrin oxide